FC(COC(CCN1CCOCC1)C1=NN(C(=C1I)CC)C)(CCOC1OCCCC1)F 4-{3-[2,2-difluoro-4-(tetrahydro-2H-pyran-2-yloxy)butoxy]-3-(5-ethyl-4-iodo-1-methyl-1H-pyrazol-3-yl)propyl}morpholine